C(C)(=O)C=1C=CC(=C(C1)C=1C2=C(C(N(C1)C)=O)SC(=C2)C(=O)NC)OC2=C(C=C(C=C2C)F)C 4-(5-acetyl-2-(4-fluoro-2,6-dimethyl-phenoxy)phenyl)-N,6-dimethyl-7-oxo-6,7-dihydrothieno[2,3-c]pyridine-2-carboxamide